1-triacetoxysilyl-1-ethyl thioacetate C(C)(=S)OC(C)[Si](OC(C)=O)(OC(C)=O)OC(C)=O